S[Li].[Li] lithium (mercaptolithium)